benzyl (Z)-5-(4-chlorophenyl)-7-methyl-2-(4-(2-(4-methylpiperazin-1-yl)-2-oxoethoxy)benzylidene)-3-oxo-2,3-dihydro-5H-thiazolo[3,2-a]pyrimidine-6-carboxylate ClC1=CC=C(C=C1)C1C(=C(N=C2N1C(/C(/S2)=C/C2=CC=C(C=C2)OCC(=O)N2CCN(CC2)C)=O)C)C(=O)OCC2=CC=CC=C2